(S)-5-bromo-2-(1-cyclopropylethyl)-7-hydroxyisoindolin-1-one BrC=1C=C2CN(C(C2=C(C1)O)=O)[C@@H](C)C1CC1